C(C)(=O)ON(CCN(OC(C)=O)OC(C)=O)OC(C)=O.[Na].[Na].[Na].[Na] tetra-sodium ethylenediamine tetraacetate